C[C@H]1NCCC2=CC=CC=C12 |r| rac-1-methyl-1,2,3,4-tetrahydroisoquinoline